C1(CC2C(CC1)O2)CC[Si](OCC)(OCC)C (3,4-epoxycyclohexyl)ethyl-(methyl)diethoxysilane